tert-butyl (2-((3-cyano-2-fluorobenzyl)(cyclopropyl)amino)ethyl)carbamate C(#N)C=1C(=C(CN(CCNC(OC(C)(C)C)=O)C2CC2)C=CC1)F